tetrahydropyridazinedione N1NC(C(CC1)=O)=O